5-(aminomethyl)-N2-(2,2,2-trifluoroethyl)-N4-(4-(1-((2-(trimethylsilyl)ethoxy)methyl)-1H-1,2,4-triazol-3-yl)phenyl)pyrimidine-2,4-diamine NCC=1C(=NC(=NC1)NCC(F)(F)F)NC1=CC=C(C=C1)C1=NN(C=N1)COCC[Si](C)(C)C